4-amino-6'-fluoro-4'-methoxy-6-(1-methyl-1H-imidazol-2-yl)-[2,2'-bipyridine]-3-carbonitrile NC1=C(C(=NC(=C1)C=1N(C=CN1)C)C1=NC(=CC(=C1)OC)F)C#N